5-amino-2,4-dimethylbenzoic acid NC=1C(=CC(=C(C(=O)O)C1)C)C